N-(5-methyl-1-(pyridin-4-yl)-1H-pyrazol-4-yl)propanamide CC1=C(C=NN1C1=CC=NC=C1)NC(CC)=O